BrC=1C=C(C=C(C1OC=1C=C2C(=CC(=NC2=CC1)C1=CC=CC=C1)C)C)N1N=C(C(NC1=O)=O)C#N 3-bromo-5-methyl-4-((4-methyl-2-phenylquinolin-6-yl)oxy)phenyl-3,5-dioxo-2,3,4,5-tetrahydro-1,2,4-triazine-6-carbonitrile